ClC1=CC=CC(=N1)N1CCN(CC1)C(=O)N([C@H]1CNCCC1)C=1N=CC=C2C1N(C=C2)C (R)-4-(6-chloropyridin-2-yl)-N-(1-methyl-1H-pyrrolo[2,3-c]pyridin-7-yl)-N-(piperidin-3-yl)piperazine-1-carboxamide